diethyl-2-imidazolidinone C(C)N1C(N(CC1)CC)=O